(3S)-1-[(2R)-2-(2-oxo-4-phenyl-chromen-7-yl)oxypropanoyl]piperidine O=C1OC2=CC(=CC=C2C(=C1)C1=CC=CC=C1)O[C@@H](C(=O)N1CCCCC1)C